FC=1C=C(C=C(C1)F)C(C)OC=1C=C2C(=NNC2=CC1)C1=NC2=C(N1)CN(C2)C(=O)N(C)C 2-(5-(1-(3,5-difluorophenyl)ethoxy)-1H-indazol-3-yl)-N,N-dimethyl-4,6-dihydropyrrolo[3,4-d]imidazole-5(1H)carboxamide